BrC1=CC(=CC2=CC=CC=C12)I 1-Bromo-3-iodonaphthalene